CS(=O)(=O)NC1=CC2=C(C(C(=CO2)NS(=O)(=O)C)=O)C=C1OC1=CC=CC=C1 N-[7-[(methanesulfonyl)amino]-4-oxo-6-phenoxy-4H-1-benzopyran-3-yl]methanesulfonamide